7-methoxy-6-nitro-quinazolin-4-ol COC1=C(C=C2C(=NC=NC2=C1)O)[N+](=O)[O-]